BrC=1C(=CC(=C(C1)/N=C/N(C)C)C(=O)C=1C2=CN(N=C2C(=CC1)Cl)C1OCCCC1)Cl (E)-N'-[5-bromo-4-chloro-2-[7-chloro-2-(oxan-2-yl)indazole-4-carbonyl]phenyl]-N,N-dimethylmethanimidamide